C(CCC)N(CC(=O)O)C 2-[BUTYL(METHYL)AMINO]ACETIC ACID